O1CCOC2=C1C=CC(=C2)/C=C/C(=O)C2=C(C=C(C=C2)OCCCCCCCCCCCC)O (E)-3-(2,3-Dihydro-1,4-benzodioxin-6-yl)-1-(4-dodecoxy-2-hydroxyphenyl)prop-2-en-1-one